[Na].C=CC1=C(C=CC2=CC=CC=C12)C methylenebismethyl-naphthalene sodium